BrC1=C(C(=C(C=C1)N1CCN(CC1)C1CCN(CC1)C1=CC(=C(C=C1F)C1C(NC(CC1)=O)=O)F)F)F 3-(4-(4-(4-(4-Bromo-2,3-difluorophenyl)piperazin-1-yl)piperidin-1-yl)-2,5-difluorophenyl)piperidine-2,6-dione